trimethylolpropane bis(2-mercaptoacetate) SCC(=O)O.SCC(=O)O.C(O)C(CC)(CO)CO